(4-((6,7-dimethoxy-3-methyl-4-oxo-3,4-dihydro-phthalazin-1-yl)methyl)phenyl)carbamic acid tert-butyl ester C(C)(C)(C)OC(NC1=CC=C(C=C1)CC1=NN(C(C2=CC(=C(C=C12)OC)OC)=O)C)=O